1-(2,6-difluoro-4-nitro-phenyl)azetidin-3-ol FC1=C(C(=CC(=C1)[N+](=O)[O-])F)N1CC(C1)O